OCC(C)(C1=CC=C(C=C1)O)C1=CC=C(C=C1)O 4-[1-hydroxy-2-(4-hydroxyphenyl)propan-2-yl]phenol